CC[C@]12CC(=C3[C@@]4([C@H]1[NH+](CC4)C[C@H]5[C@@H]2O5)C6=CC=CC=C6N3)C(=O)OC The molecule is an ammonium ion derivative resulting from the protonation of the tertiary amino group of lochnericine. The major species at pH 7.3. It is an indole alkaloid cation and an ammonium ion derivative. It is a conjugate acid of a lochnericine.